2-cyclohexylthiazol C1(CCCCC1)C=1SC=CN1